2,4-bis(trichloromethyl)-6-[2-(3,4-methylenedioxyphenyl)vinyl]s-triazine ClC(C1=NC(=NC(=N1)C(Cl)(Cl)Cl)C=CC1=CC2=C(C=C1)OCO2)(Cl)Cl